methylbenzoic acid anion CC1=C(C(=O)[O-])C=CC=C1